(2-acetyl-5-chlorophenyl)-6-ethoxypyridazin-3(2H)-one C(C)(=O)C1=C(C=C(C=C1)Cl)N1N=C(C=CC1=O)OCC